COC1=C(C=CC(=C1)OC)CNC1=NC=CC=2C(=CC=CC12)NCC12OCC(C1)(C2)COC2=CC=1N(C=C2)C=CN1 1-N-[(2,4-Dimethoxyphenyl)methyl]-5-N-[[4-(imidazo[1,2-a]pyridin-7-yloxymethyl)-2-oxabicyclo[2.1.1]hexan-1-yl]methyl]isoquinoline-1,5-diamine